N1=C(C=CC=C1)CNCC1=CC=C(C=C1)CN(C1CCCC=2C=CC=NC12)CC1=NC2=C(N1)C=C(C(=C2)C)C N-(2-pyridylmethyl)-N'-(5,6-dimethyl-1H-benzimidazol-2-ylmethyl)-N'-(5,6,7,8-tetrahydro-8-quinolinyl)-1,4-xylylenediamine